4-Amino-3,5-bis(1-methylethyl)phenol NC1=C(C=C(C=C1C(C)C)O)C(C)C